2-methyl-8-(morpholin-4-yl)-[1,2,4]triazolo[1,5-a]pyridin-6-ylboronic acid CC1=NN2C(C(=CC(=C2)B(O)O)N2CCOCC2)=N1